methyl 2-(4-(1-(2,3-dihydrobenzofuran-6-yl)ethyl)piperazin-1-yl)pyrimidine-5-carboxylate O1CCC2=C1C=C(C=C2)C(C)N2CCN(CC2)C2=NC=C(C=N2)C(=O)OC